NC1=NC2=CC(=CC=C2C=C1)CN(C(CC1CC1)=O)C=1C(=NC=CC1)S(=O)(=O)C N-[(2-aminoquinolin-7-yl)methyl]-2-cyclopropyl-N-(2-methanesulfonylpyridin-3-yl)acetamide